2-(dimethylamino)pyridine CN(C1=NC=CC=C1)C